CC1=C(C(NC(=C1)C)=O)CN1C(C=2C(=C3C(=C(C2CC1)C1=CN=CS1)OC(O3)(C)[C@@H]3CC[C@H](CC3)N(C)C)C)=O 6-((4,6-dimethyl-2-oxo-1,2-dihydropyridin-3-yl)methyl)-2-(trans-4-(dimethylamino)cyclohexyl)-2,4-dimethyl-9-(thiazol-5-yl)-7,8-dihydro-[1,3]dioxolo[4,5-g]isoquinolin-5(6H)-one